(2S,4R)-1-((S)-2-azido-3-methylbutanoyl)-N-((R)-1-(4-(3-fluoropyridin-2-yl)phenyl)-2-hydroxyethyl)-4-hydroxypyrrolidine-2-carboxamide N(=[N+]=[N-])[C@H](C(=O)N1[C@@H](C[C@H](C1)O)C(=O)N[C@@H](CO)C1=CC=C(C=C1)C1=NC=CC=C1F)C(C)C